(R)-2,3-diethyl-4-(2-(4-methoxybenzyloxy)phenyl)-9H-indeno[2,1-b]pyridine C(C)C1=C(C(=C2C(=N1)CC=1C=CC=CC12)C1=C(C=CC=C1)OCC1=CC=C(C=C1)OC)CC